3,5-bis(trichloromethyl)-s-triazine ClC(N1CN=CN(C1)C(Cl)(Cl)Cl)(Cl)Cl